3-(3,5-Dimethyl-1-adamantyl)amino-2-methylpropan CC12CC3(CC(CC(C1)(C3)C)C2)NCC(C)C